C12C(NCCC2C1)C(=O)O 3-azabicyclo[4.1.0]heptane-2-formic acid